OC=1C=C2CC[C@@H]([C@@H](C2=CC1)C1=CC=C(C=C1)N1CCC(CC1)C=O)C1=CC=CC=C1 1-(4-((1R,2S)-6-hydroxy-2-phenyl-1,2,3,4-tetrahydronaphthalen-1-yl)phenyl)piperidine-4-carbaldehyde